ClC1=CC=C(C=C1)C1(CCN(CC1)C(=O)OC(C)(C)C)O tert-butyl 4-(4-chlorophenyl)-4-hydroxypiperidine-1-carboxylate